4-chloropentyl methoxymethyl ether COCOCCCC(C)Cl